3-[(1-{[(3R,4R)-1-(2-fluorobenzoyl)-3-phenylpiperidin-4-yl]carbonyl}-4-hydroxypiperidin-4-yl)methyl]-7-methyl-3,7-dihydro-4H-pyrrolo[2,3-d]pyrimidin-4-one FC1=C(C(=O)N2C[C@H]([C@@H](CC2)C(=O)N2CCC(CC2)(O)CN2C=NC3=C(C2=O)C=CN3C)C3=CC=CC=C3)C=CC=C1